1-fluoro-7-hydroxy-N-methyl-2-naphthamide FC1=C(C=CC2=CC=C(C=C12)O)C(=O)NC